10-(4-bromophenyl)benzo[b]naphtho[2,1-d]furan BrC1=CC=C(C=C1)C1=CC=CC2=C1OC1=C2C=CC=2C=CC=CC21